ClC1=CC(=C(COC2=CC=CC(=N2)C2CCN(CC2)CC2=NC3=C(N2CC2(CCC2)OC)C=CC=C3)C=C1)F 2-[(4-{6-[(4-chloro-2-fluorobenzyl)oxy]pyridin-2-yl}piperidin-1-yl)methyl]-1-[(1-methoxycyclobutyl)methyl]-1H-benzimidazole